C(C)C(CCN1C(=O)C2C3C=CC(C2C1=O)C3)CCC N-(3-ethylhexyl)-bicyclo[2.2.1]Hept-5-ene-2,3-dicarboximide